ClC1=C(C=C(C=C1N1CC(C1)S(=O)(=O)C)F)C(=O)N1[C@H](C=2C(CC1)=C(N(N2)C)C2=CC(=CC(=C2)F)F)C [2-Chloro-5-fluoro-3-(3-methylsulfonylazetidin-1-yl)phenyl]-[(7S)-3-(3,5-difluorophenyl)-2,7-dimethyl-5,7-dihydro-4H-pyrazolo[3,4-c]pyridin-6-yl]methanone